NC1=CC=C(C(=O)OCC(C)C)C=C1 isobutyl p-aminobenzoate